CN1CCN(CC1)CCC[Si](OC)(OC)OC 3-(4-methylpiperazin-1-yl)propyltrimethoxysilane